[N+](=O)([O-])C=1C=C(C(=O)OCCCCCCCCCC)C=C(C1)[N+](=O)[O-] decyl 3,5-dinitrobenzoate